CS(=O)(=O)C(C#N)C 2-(methylsulfonyl)propionitrile